C1C(COC2=CC=CC=C21)C3=CC=CC=C3 The molecule is the simplest member of the class of isoflavans that is chromane substituted by a phenyl substituent at position 3.